[1-ethyl-6-(trifluoromethyl)piperidin-3-yl]carbamate C(C)N1CC(CCC1C(F)(F)F)NC([O-])=O